C(C)(C)(C)OC(=O)N1CCN(CC1)C(CC)C1=CC=C(C=C1)[C@H](C)NC(C(F)(F)F)=O 4-[1-[4-[(1S)-1-[(2,2,2-trifluoroacetyl)amino]ethyl]phenyl]propyl]piperazine-1-carboxylic acid tert-butyl ester